N-((1RS,3RS)-3-Hydroxycyclopentyl)-6-((5-methyl-3-(6-methylpyridin-3-yl)isoxazol-4-yl)methoxy)pyridazin-3-carboxamid O[C@H]1C[C@@H](CC1)NC(=O)C=1N=NC(=CC1)OCC=1C(=NOC1C)C=1C=NC(=CC1)C |r|